COC(=O)CC1=CSC(=N1)N methyl 2-(2-aminothiazol-4-yl) acetate